C(#N)CCN1N=C(C=C1C)NC(CC1=NC=C2C=CC(=NC2=C1)C1=NC(=CC=C1)N1C[C@@H](O[C@@H](C1)C)C)=O N-(1-(2-cyanoethyl)-5-methyl-1H-pyrazol-3-yl)-2-(2-(6-((cis)-2,6-dimethylmorpholino)pyridin-2-yl)-1,6-naphthyridin-7-yl)acetamide